(R)-1-(7-(8-ethynyl-7-fluoro-3-hydroxynaphthalen-1-yl)-8-fluoro-5-methyl-2-(((S)-1-methylpyrrolidin-2-yl)methoxy)pyrido[4,3-d]pyrimidin-4-yl)piperidin-3-ol C(#C)C=1C(=CC=C2C=C(C=C(C12)C1=C(C=2N=C(N=C(C2C(=N1)C)N1C[C@@H](CCC1)O)OC[C@H]1N(CCC1)C)F)O)F